ClC=1C(=C(C2=CN(N=C2C1)C)COC)N 6-chloro-4-(methoxymethyl)-2-methyl-2H-indazol-5-amine